6-((1R,2R)-2-(5,6-Dihydro-4H-pyrrolo[1,2-b]pyrazol-2-yl)cyclobutyl)-4-oxo-1-((R)-1-(6-(trifluoromethyl)pyridin-3-yl)ethyl)-4,5-dihydro-1H-pyrazolo[3,4-d]pyrimidin-3-carbonitril N=1N2C(=CC1[C@H]1[C@@H](CC1)C=1NC(C3=C(N1)N(N=C3C#N)[C@H](C)C=3C=NC(=CC3)C(F)(F)F)=O)CCC2